(R)-2-bromo-4-nitro-5-(((tetrahydrofuran-3-yl)methyl)amino)pyridine 1-oxide BrC1=[N+](C=C(C(=C1)[N+](=O)[O-])NC[C@@H]1COCC1)[O-]